C(C)(=O)C1=CC(=C(OCC(=O)OC)C=C1)C methyl 2-(4-acetyl-2-methylphenoxy)acetate